(4-((1-methoxyprop-2-yl)oxy)-2-(thiazol-5-yl)quinolin-6-yl)oxetan-3-carboxamide COCC(C)OC1=CC(=NC2=CC=C(C=C12)C1OCC1C(=O)N)C1=CN=CS1